CC1CN(CCN1)C(=O)N 3-methylpiperazin-1-carboxamide